C(C)(C)(C)OC(=O)N1C(CCCC1)C(=O)OCC1=CC=CC=C1 piperidine-1,2-dicarboxylic acid 2-benzyl 1-tert-butyl ester